C(CCC)C1(C(CC1)(N)CCCC)N dibutyl-1,2-cyclobutanediamine